4-[5-(2-aminoethyl)pyridin-2-yl]-3-(6-morpholin-4-ylpyridazin-4-yl)oxybenzonitrile NCCC=1C=CC(=NC1)C1=C(C=C(C#N)C=C1)OC1=CN=NC(=C1)N1CCOCC1